C(CCCCCCCCCCCCCCCCC)OC1=CC(=C(C(=C1)C1=CC=CC=C1)O)C1=CC=CC=C1 4-n-octadecyloxy-2,6-diphenylphenol